2-({4-[3-(4-chloro-3-ethylphenyl)-1H-pyrrolo[3,2-b]pyridin-2-yl]pyridin-3-yl}oxy)-N-methylethanamine trifluoroacetate FC(C(=O)O)(F)F.ClC1=C(C=C(C=C1)C1=C(NC=2C1=NC=CC2)C2=C(C=NC=C2)OCCNC)CC